The molecule is an amino acid zwitterion arising from transfer of a proton from the carboxy to the amino group of glycine. It is a tautomer of a glycine. C(C(=O)[O-])[NH3+]